2-(ethoxymethyl) ethylene oxide C(C)OCC1CO1